NC(COC1=C(OC2=C(C(=O)NC3=CC(=NC=C3)OC)C=C(C(=C2)C2CC2)C(F)(F)F)C=CC(=C1)F)=O 2-(2-(2-amino-2-oxoethoxy)-4-fluorophenoxy)-4-cyclopropyl-N-(2-methoxypyridin-4-yl)-5-(trifluoromethyl)benzamide